CS(=O)(=O)C1CCOC2=CC3=C(C=C12)C=C(S3)C(=O)[O-].O[C@H]([C@@H]3[NH+]1C[C@@H]([C@H](C3)CC1)C=C)C1=CC=NC3=CC=C(C=C13)OC (1S,2R,4S,5R)-2-((S)-hydroxy(6-methoxyquinolin-4-yl)methyl)-5-vinylquinuclidine-1-ium 4-(methylsulfonyl)-3,4-dihydro-2H-thieno[3,2-g]chromene-7-carboxylate